BrC=1C=CC2=C(C(=CS2)C[C@H](C(=O)O)[C@@H]2CN(CC2)C(=O)OC(C)(C)C)C1 (2S)-3-(5-bromo-1-benzothiophene-3-yl)-2-[(3R)-1-[(tert-butyloxy)carbonyl]pyrrolidin-3-yl]propanoic acid